2,2'-disulfanediylbis(ethan-1,1-d2-1-ol) S(SCC(O)([2H])[2H])CC(O)([2H])[2H]